{4-[6-methoxy-1-oxo-2-(3-trifluoromethyl-benzyl)-1,2,3,4-tetrahydroisoquinoline-8-yloxy-methylene]phenoxy}-2-methylpropanoic acid COC=1C=C2CCN(C(C2=C(C1)OC=C1CC=C(OC(C(=O)O)(C)C)C=C1)=O)CC1=CC(=CC=C1)C(F)(F)F